N1=C(C=CC=C1NC=1SC(=CN1)C(=O)NC1=C(C=CC=C1C)Cl)C=1C=NC=CC1 2-([2,3'-bipyridyl]-6-ylamino)-N-(2-chloro-6-methylphenyl)thiazole-5-carboxamide